1-(6-((1-(4-(difluoromethyl)phenyl)-4-methyl-1H-1,2,3-triazol-5-yl)methoxy)pyridazin-3-yl)pyrrolidin-2-one FC(C1=CC=C(C=C1)N1N=NC(=C1COC1=CC=C(N=N1)N1C(CCC1)=O)C)F